tert-butyl (3-{2-[(4-methylbenzene-1-sulfonyl)oxy]ethoxy}propoxy)acetate CC1=CC=C(C=C1)S(=O)(=O)OCCOCCCOCC(=O)OC(C)(C)C